The molecule is an amino disaccharide consisting of beta-D-glucopyranuronic acid having a 4-acetamido-4,6-dideoxy-2-O-methyl-alpha-L-galactopyranosyl attached at the 4-position. It derives from a beta-D-glucuronic acid. C[C@H]1[C@H]([C@H]([C@@H]([C@@H](O1)O[C@H]2[C@@H]([C@H]([C@@H](O[C@@H]2C(=O)O)O)O)O)OC)O)NC(=O)C